4,6-bis(3,5-bis(mercaptomethylthio)-7-mercapto-2,6-dithiaheptylthio)-1,3-dithiane SCSC(SCSC1SCSC(C1)SCSC(CC(SCS)SCS)SCS)CC(SCS)SCS